CNC(C(=O)NC=1SC=C(C1)CN1CCN(CC1)C=1C(=NC(=CC1)C(NC)=O)C)=O N1-methyl-N2-(4-((4-(2-methyl-6-(methylcarbamoyl)pyridin-3-yl)piperazin-1-yl)methyl)thiophen-2-yl)oxalamide